FC1=C(CN2N(C3=C(CN(CC3)CC3=CC(=CC(=C3)F)F)C2=O)CCN2C(C3=CC=CC=C3C2=O)=O)C=CC(=C1)F 2-(2-(2-(2,4-difluorobenzyl)-5-(3,5-difluorobenzyl)-3-oxo-2,3,4,5,6,7-hexahydro-1H-pyrazolo[4,3-c]pyridin-1-yl)ethyl)isoindoline-1,3-dione